Methyl (1-hydroxy-1,3-dihydrobenzo[c][1,2]oxaborole-6-carbonyl)-L-tryptophanate OB1OCC2=C1C=C(C=C2)C(=O)N[C@@H](CC2=CNC1=CC=CC=C21)C(=O)OC